N-{9-[7-hydroxy-1-(sulfanylmethyl)-2,5-dioxabicyclo[2.2.1]hept-3-yl]-9H-purin-6-yl}benzamide OC1C2(OC(C1OC2)N2C1=NC=NC(=C1N=C2)NC(C2=CC=CC=C2)=O)CS